N-(3-fluoro-5-trifluoromethylphenyl)-5-(2-chloro-5-(isobutyrylaminomethyl)benzoylamino)-1-(2,2,2-trifluoroethyl)-1H-indole-2-carboxamide FC=1C=C(C=C(C1)C(F)(F)F)NC(=O)C=1N(C2=CC=C(C=C2C1)NC(C1=C(C=CC(=C1)CNC(C(C)C)=O)Cl)=O)CC(F)(F)F